C[C@]12CCC(C[C@H]2C(CCC1)=C)=O (4aR,8aS)-4a-methyl-8-methylene-octahydronaphthalen-2(1H)-one